Cl.C(CCCCCCCCCCC)C=1C=CC2=C(N=C(O2)NCCN)C1 N1-(5-dodecylbenzo[d]oxazol-2-yl)ethane-1,2-diamine hydrochloride